7-acetyl-1,2,3,4,5,6,7,8-octahydro-1,1,6,7-tetramethyl-naphthalene C(C)(=O)C1(C(CC=2CCCC(C2C1)(C)C)C)C